O[C@]1(C[C@@H]2CC[C@H]3[C@@H]4CCC[C@@H]([C@]4(CC[C@@H]3[C@]2(CC1)C)C)C(C)=O)C 1-((1S,4aS,4bR,6aS,8R,10aS,10bS,12aS)-8-hydroxy-8,10a,12a-trimethyloctadecahydrochrysen-1-yl)ethan-1-one